(2S)-3-{(1S)-2-[4,6-bis(trifluoromethyl)-1,3,5-triazin-2-yl]-6-chloro-2,3,4,9-tetrahydro-1H-pyrido[3,4-b]indol-1-yl}propane-1,2-diol FC(C1=NC(=NC(=N1)C(F)(F)F)N1[C@H](C=2NC3=CC=C(C=C3C2CC1)Cl)C[C@@H](CO)O)(F)F